CC1([C@@H]2[C@@H]1CC1=NC(=C(C(=C12)C1=C2C=NNC2=CC=C1C)C#N)N1CC2(CN(C2)C(C=C)=O)CC1)C (4bS,5aS)-5,5-dimethyl-4-(5-methyl-1H-indazol-4-yl)-2-(2-(2-propenoyl)-2,6-diazaspiro[3.4]octan-6-yl)-4b,5,5a,6-tetrahydrocyclopropa[3,4]cyclopenta[1,2-b]pyridine-3-carbonitrile